anthracenyl-boron C1(=CC=CC2=CC3=CC=CC=C3C=C12)[B]